ClC=1C=C(C=2N(C1)C(=CN2)I)Cl 6,8-Dichloro-3-iodo-imidazo[1,2-a]pyridine